ClC=1C=C2C(=NC(=NC2=C(C1C1=C(C=CC=C1O)F)F)N1CC(C1)N1CCC(CC1)(F)F)N1CCN(CC1)C(C=C)=O 1-(4-(6-chloro-2-(3-(4,4-difluoro-piperidin-1-yl)azetidin-1-yl)-8-fluoro-7-(2-fluoro-6-hydroxyphenyl)quinazolin-4-yl)piperazin-1-yl)prop-2-en-1-one